FC=1C=C(C(=CC1I)N)N 4-fluoro-5-iodobenzene-1,2-diamine